N-(5-hydroxy-pyridin-2-yl)-4-cyclohexyl-benzamide OC=1C=CC(=NC1)NC(C1=CC=C(C=C1)C1CCCCC1)=O